CN(C1=C(C=CC(=C1)C(=O)OC)C1CC2(CC2)CCN1CC1=C2C=CN(C2=C(C=C1OC)C)C(=O)OC(C)(C)C)C tert-butyl 4-((5-(2-(dimethylamino)-4-(methoxycarbonyl)phenyl)-6-azaspiro[2.5]octan-6-yl)methyl)-5-methoxy-7-methyl-1H-indole-1-carboxylate